(R)-N-(1-(naphthalen-1-yl)ethyl)-4-oxo-4H-chromene-2-carboxamide C1(=CC=CC2=CC=CC=C12)[C@@H](C)NC(=O)C=1OC2=CC=CC=C2C(C1)=O